sym-triazinetrithiolate N1=C(N=C(N=C1[S-])[S-])[S-]